racemic-tert-butyl N-(1,3-dimethyl-4,5,6,7-tetrahydro-2-benzothiophen-5-yl)-N-methyl-carbamate CC=1SC(=C2C1CC[C@H](C2)N(C(OC(C)(C)C)=O)C)C |r|